C1(CCCCC1)NC1CCCCC1.C1(CCCCC1)NC1CCCCC1.[Pt] platinum bis(dicyclohexylamine)